C(CCC)C(C(=O)OCCCCCO)CCCCCC 5-hydroxypentyl 2-butyloctanoate